1-(2-Chloropyridin-4-yl)-3,3-dimethyl-2,3-dihydro-1H-pyrrolo[3,2-b]pyridine ClC1=NC=CC(=C1)N1CC(C2=NC=CC=C21)(C)C